C1(CC1)C1=CC(=CC(=N1)N1C(C2=CC(=CC(=C2C1)C(F)(F)F)CNC1(CCC1)C)=O)C1(CC(C1)(F)F)C1=NN=CN1C 2-(6-cyclopropyl-4-(3,3-difluoro-1-(4-methyl-4H-1,2,4-triazol-3-yl)cyclobutyl)pyridin-2-yl)-6-(((1-methylcyclobutyl)amino)methyl)-4-(trifluoromethyl)isoindolin-1-one